C(C=C)NCC(=O)O 2-(prop-2-enylamino)acetic acid